4,5-diamino-o-chlorobenzoyl chloride NC1=CC(=C(C(=O)Cl)C=C1N)Cl